(E)-3-ethoxy-4-((4-methyloct-3-en-1-yl)oxy)benzaldehyde C(C)OC=1C=C(C=O)C=CC1OCC\C=C(\CCCC)/C